COC1=CC=C(C=C1)C=1C=C2C=C(C(OC2=C(C1)[N+](=O)[O-])=O)C#N 6-(4-methoxyphenyl)-8-nitro-2-oxo-2H-chromen-3-carbonitrile